COC=1C=C(C=CC1OC)C(C(=O)C1=CC=C(C=C1)N1CCOCC1)C 2-(3,4-dimethoxyphenyl)-1-(4-morpholinophenyl)propan-1-one